7'-(2,6-dioxopiperidin-3-yl)-1-(7-azaspiro[3.5]non-2-yl)-3',4'-dihydro-6'H-spiro[piperidine-4,2'-pyrano[2,3-f]isoindole] O=C1NC(CCC1N1CC=2C=C3C(=CC2C1)OC1(CC3)CCN(CC1)C1CC3(C1)CCNCC3)=O